4-morpholinobenzaldehyde-2,3,5,6-d4 O1CCN(CC1)C1=C(C(=C(C=O)C(=C1[2H])[2H])[2H])[2H]